ClC1=CC(=C(C=N1)C1=NN=C(S1)N1CC2CCC(C1)N2C(=O)OC(C)(C)C)NC2CCC2 tert-Butyl 3-{5-[6-chloro-4-(cyclobutylamino)pyridin-3-yl]-1,3,4-thiadiazol-2-yl}-3,8-diazabicyclo[3.2.1]-octane-8-carboxylate